COC=1C(=CC2=C(N=C(S2)NC(C(OC2=CC=C(C=C2)OC)C2=C(C=CC=C2)S(=O)(=O)C2=CC=C(C=C2)F)=O)C1)OC N-(5,6-dimethoxybenzothiazol-2-yl)-2-{2-[(4-fluorophenyl)sulfonyl]phenyl}-2-(4-methoxyphenoxy)acetamide